tert-butyl 4-(3-methyl-2-oxo-3-(trifluoromethyl)indolin-5-yl)piperidine-1-carboxylate CC1(C(NC2=CC=C(C=C12)C1CCN(CC1)C(=O)OC(C)(C)C)=O)C(F)(F)F